C(C)OC(=O)C=1N=C(SC1CC(CBr)O)N(C)C(=O)OC(C)(C)C (3-bromo-2-hydroxypropyl)-2-{[(tert-butoxy)carbonyl](methyl)amino}-1,3-thiazole-4-carboxylic acid ethyl ester